3-({[(3S)-1-(6-aminopyridin-3-yl)piperidin-3-yl][(2-methylpyridin-4-yl)methyl]amino}methyl)-1-(oxetan-3-yl)-1,4-dihydroquinolin-4-one NC1=CC=C(C=N1)N1C[C@H](CCC1)N(CC1=CC(=NC=C1)C)CC1=CN(C2=CC=CC=C2C1=O)C1COC1